6-(2-(isoxazol-3-ylamino)-2-oxoethyl)-6-(2-((2-(methoxycarbonyl)benzo[b]thiophen-3-yl)amino)-2-oxoethyl)-6-azaspiro[2.5]octan-6-ium O1N=C(C=C1)NC(C[N+]1(CCC2(CC2)CC1)CC(=O)NC=1C2=C(SC1C(=O)OC)C=CC=C2)=O